NC1=C(C(=NC(=N1)C1=CC=CC=C1)OCCO)OC1=C(C=CC=C1)OC 2-((6-amino-5-(2-methoxyphenoxy)-2-phenylpyrimidin-4-yl)oxy)ethan-1-ol